C(C)(C)(C)OC(C1=C(C=CC=C1C1CCC(CC1)(F)F)CBr)=O.O=C1N(C(C(C1([2H])[2H])([2H])[2H])=O)[C@@H](C(=O)NCC1=C(C(=C(C(=C1[2H])[2H])[2H])[2H])[2H])C (2R,S)-2-(2,5-dioxopyrrolidin-1-yl-3,3,4,4-d4)-N-((phenyl-d5)methyl)propanamide tertbutyl-2-(bromomethyl)-6-(4,4-difluorocyclohexyl)benzoate